C1(CC1)C1=NC=NC(=C1C=1C=C2C(=CN1)N(N=C2)COCC[Si](C)(C)C)OC 5-(4-cyclopropyl-6-methoxypyrimidin-5-yl)-1-((2-(trimethylsilyl)ethoxy)methyl)-1H-pyrazolo[3,4-c]pyridine